NC1CCN(CC1)C=1N=C(C(=C(C#N)C1)Br)C1=CC(=C(C=C1)C#N)F 6-(4-Aminopiperidin-1-yl)-3-bromo-2-(4-cyano-3-fluorophenyl)isonicotinonitrile